[SiH3]O[Si]O[SiH3] disilyloxysilicon